6-(2-fluoro-4-methyl-sulfonyl-phenyl)-5-[4-[(3S)-1-(3-fluoropropyl)pyrrolidin-3-yl]oxyphenyl]-8,9-dihydro-7H-benzo[7]annulen-2-ol FC1=C(C=CC(=C1)S(=O)(=O)C)C1=C(C2=C(CCC1)C=C(C=C2)O)C2=CC=C(C=C2)O[C@@H]2CN(CC2)CCCF